5-chloro-4-[4-(2,2-difluoroethyl)piperazin-1-yl]-2-(4-pyridinyl)-1H-pyrimidin-6-one ClC1=C(N=C(NC1=O)C1=CC=NC=C1)N1CCN(CC1)CC(F)F